C1(CC1)C1=CC(=NN1)NC(C(C)C=1C=NN(C1)C1=CC(=CC(=C1)F)F)=O N-(5-cyclopropyl-1H-pyrazol-3-yl)-2-(1-(3,5-difluorophenyl)-1H-pyrazol-4-yl)propanamide